2,2-methylenebis(4-chlorophenol) C1=CC(=C(C=C1Cl)CC2=C(C=CC(=C2)Cl)O)O